N-methyl-3-(2,3,4,5-tetrahydropyridin-6-yl)Aniline CNC1=CC(=CC=C1)C=1CCCCN1